O[C@H]1[C@@H](O[C@@H]([C@H]1O)CO)N1C=NC(=C1O)C(=O)N 1-[(2R,3R,4S,5R)-3,4-dihydroxy-5-(hydroxymethyl)oxolan-2-yl]-5-hydroxyimidazole-4-carboxamide